3-((7-chloro-1-methyl-6-((4-(methylamino)pyrazolo[1,5-a]pyrazin-3-yl)oxy)-1H-imidazo[4,5-b]pyridin-2-yl)amino)-1-methyl-5-(trifluoromethyl)pyridin-2(1H)-one ClC1=C2C(=NC=C1OC=1C=NN3C1C(=NC=C3)NC)N=C(N2C)NC=2C(N(C=C(C2)C(F)(F)F)C)=O